ethyl 2-(3-fluoro-5-isobutyl-2-methoxyphenyl)acetate FC=1C(=C(C=C(C1)CC(C)C)CC(=O)OCC)OC